5-bromo-3-(5-(trifluoromethyl)-1H-indol-1-yl)pyrazine-2-carbonitrile BrC=1N=C(C(=NC1)C#N)N1C=CC2=CC(=CC=C12)C(F)(F)F